(±)-N-(3-chloro-4-(trifluoromethyl)phenyl)-6,7,8,9-tetrahydro-5H-5,8-epiminocyclohepta[d]-pyrimidine-10-carboxamide ClC=1C=C(C=CC1C(F)(F)F)NC(=O)N1C2CCC1CC=1N=CN=CC12